C1CCN2CCCC12C(=O)[O-] tetrahydro-1H-pyrrolizin-7a(5H)-carboxylate